BrC=1N=C(N2C1C=NC=C2)C(=O)OCC ethyl 1-bromoimidazo[1,5-a]pyrazine-3-carboxylate